Racemic-4-bromo-N-(1-(6,7-difluoro-2-methyl-1-oxo-1,2-dihydroisoquinolin-4-yl)ethyl)-N-methylbenzamide BrC1=CC=C(C(=O)N(C)[C@H](C)C2=CN(C(C3=CC(=C(C=C23)F)F)=O)C)C=C1 |r|